(R)-3-(2-(difluoromethoxy)phenyl)-6-(2-((R)-3-oxohexahydroimidazo[1,5-a]pyrazin-7(1H)-yl)pyrimidin-5-yl)-2,3-dihydropyrazolo[1,2-a]indazol-9(1H)-one FC(OC1=C(C=CC=C1)[C@H]1CCN2N1C=1C=C(C=CC1C2=O)C=2C=NC(=NC2)N2C[C@@H]1N(CC2)C(NC1)=O)F